(S)-4-chloro-2-((3-(2-(3,5-difluorophenyl)-2-hydroxyethyl)-1,2,4-oxadiazol-5-yl)methyl)pyridazin-3(2H)-one ClC=1C(N(N=CC1)CC1=NC(=NO1)C[C@H](O)C1=CC(=CC(=C1)F)F)=O